2-(3-hydroxy-phenyl)-acetic acid amide OC=1C=C(C=CC1)CC(=O)N